NC(=O)CC=1C(NC(N([C@H]2[C@H](OC)[C@H](O)[C@@H](CO)O2)C1)=O)=O 5-Aminoformylmethyl-2'-O-methyluridine